(((trifluoromethyl)sulfonyl)oxy)-2-azaspiro[3.5]non-6-ene-2-carboxylic acid tert-butyl ester C(C)(C)(C)OC(=O)N1C(C2(C1)CC=CCC2)OS(=O)(=O)C(F)(F)F